(R)-6-(3-aminopiperidin-1-yl)-1-(3-(5-methyl-1H-imidazol-1-yl)propyl)-3-(naphthalen-2-ylmethyl)pyrimidine-2,4(1H,3H)-dione N[C@H]1CN(CCC1)C1=CC(N(C(N1CCCN1C=NC=C1C)=O)CC1=CC2=CC=CC=C2C=C1)=O